(7-Amino-3-methoxythieno[2,3-b]pyrazin-6-yl)(piperidin-1-yl)methanone NC1=C(SC2=NC(=CN=C21)OC)C(=O)N2CCCCC2